C(C)OC1=C(C(=O)NC=2SC(=CN2)[N+](=O)[O-])C=CC=C1 2-Ethoxy-N-(5-nitrothiazol-2-yl)benzamide